NC[C@@H]1C[C@@H](CN1)SC1=C(N2C([C@@H]([C@H]2[C@H]1C)[C@@H](C)NC(C(F)F)=O)=O)C(=O)O (4R,5S,6R)-3-((3S,5S)-5-(Aminomethyl)pyrrolidin-3-ylthio)-6-((R)-1-(2,2-difluoroacetamido)ethyl)-4-methyl-7-oxo-1-azabicyclo[3.2.0]hept-2-ene-2-carboxylic acid